(E)-3-(3-(2-(5-chloro-1H-indole-2-carbonyl)hydrazino)-3-oxoprop-1-en-1-yl)-1-octylpyridin ClC=1C=C2C=C(NC2=CC1)C(=O)NNC(/C=C/C=1CN(C=CC1)CCCCCCCC)=O